Cl.N[C@@H]1CCC2=CC(=CC=C12)C(=O)OC methyl (1R)-1-amino-2,3-dihydro-1H-indene-5-carboxylate hydrochloride